C1(CCCC1)N1C(C(=CC2=C1N=C(N=C2)N[C@@H]2[C@@H](CN(CC2)S(=O)(=O)C)F)C#N)=O 8-cyclopentyl-2-((3R,4S)-3-fluoro-1-(methylsulfonyl)piperidin-4-ylamino)-7-oxo-7,8-dihydropyrido[2,3-d]pyrimidine-6-carbonitrile